Cl.Cl.ClC=1C=CC(=NC1)C=1N=C2N(C=CC=C2)C1CN1CC2CCC(C1)N2 3-{[2-(5-Chloropyridin-2-yl)imidazo[1,2-a]pyridin-3-yl]methyl}-3,8-diazabicyclo[3.2.1]octane dihydrochloride